2-[4-(chloromethyl)phenyl]-1-(2H3)methyl-4-(trifluoromethyl)imidazole ClCC1=CC=C(C=C1)C=1N(C=C(N1)C(F)(F)F)C([2H])([2H])[2H]